BrC1=C(C=C(C=C1)CC#N)N(C)C (4-bromo-3-(dimethylamino)phenyl)acetonitrile